4-{8-Amino-3-[(6'S,8a'R)-3'-oxohexahydrospiro[cyclopropan-1,2'-indolizin]-6'-yl]imidazo[1,5-a]pyrazin-1-yl}-3-ethoxy-N-[4-(trifluoromethyl)pyridin-2-yl]benzamid NC=1C=2N(C=CN1)C(=NC2C2=C(C=C(C(=O)NC1=NC=CC(=C1)C(F)(F)F)C=C2)OCC)[C@@H]2CN1C(C3(C[C@H]1CC2)CC3)=O